FC=1C=C2C(=C(C(C2=CC1)=CC1=CC=C(C=C1)SC)C)CC(=O)O 5-fluoro-2-methyl-1-(4-methylthio-benzylidene)-3-indeneacetic acid